cyano-stilbene methacrylate C(C(=C)C)(=O)O.C(#N)C1=C(C=CC=C1)C=CC1=CC=CC=C1